4-(bicyclo[1.1.1]pentan-1-ylamino)-2-chloropyrimidine-5-carbonitrile C12(CC(C1)C2)NC2=NC(=NC=C2C#N)Cl